3-((2S)-1-(4-carbamoylpyridin-2-yl)-N-(1-(2-chlorophenyl)-2-((3,3-difluorocyclobutyl)amino)-2-oxoethyl)-5-oxopyrrolidine-2-carboxamido)-5-fluoropyridine 1-oxide C(N)(=O)C1=CC(=NC=C1)N1[C@@H](CCC1=O)C(=O)N(C(C(=O)NC1CC(C1)(F)F)C1=C(C=CC=C1)Cl)C=1C=[N+](C=C(C1)F)[O-]